8-chloro-N-(4-(1,1-difluoro-2-methylpropane-2-yl)phenyl)quinolin-2-amine ClC=1C=CC=C2C=CC(=NC12)NC1=CC=C(C=C1)C(C(F)F)(C)C